CC1=CC=C(S1)CC1=C(C(=O)N)C=CC=C1 ((5-methylthiophen-2-yl)methyl)benzamide